ClC=1C(=CC(=NC1)NC(=O)[C@H]1CNCCC1)C1=CN=C2N1CCCC2 (R)-N-(5-chloro-4-(5,6,7,8-tetrahydroimidazo[1,2-a]pyridin-3-yl)pyridin-2-yl)piperidine-3-carboxamide